(R)-5-chloro-2-(4-fluoro-2-methylphenoxy)-N-(2-(N-(pyrrolidin-3-yl)sulfamoyl)pyridine-4-yl)-4-(trifluoromethyl)benzamide ClC=1C(=CC(=C(C(=O)NC2=CC(=NC=C2)S(N[C@H]2CNCC2)(=O)=O)C1)OC1=C(C=C(C=C1)F)C)C(F)(F)F